C(C)(C)(C)OC(=O)N1C[C@@H]2COC3=C(C(N2CC1)=O)C=CC(=C3Cl)C3=C1C=NNC1=CC=C3C (12aR)-10-chloro-9-(5-methyl-1H-indazol-4-yl)-6-oxo-3,4,12,12a-tetrahydro-6H-pyrazino[2,1-c][1,4]benzooxazepine-2(1H)-carboxylic acid tert-butyl ester